1-(2,2-dimethylcyclopropyl)3,4-dimethylbenzene CC1(C(C1)C1=CC(=C(C=C1)C)C)C